C1(CCCC1)NC1=NC=C2N=C(N(C2=N1)C1CCC(CC1)(C(=O)N)C)NC1=C(C=C(C=C1Cl)C#N)Cl (1s,4s)-4-(2-(cyclopentylamino)-8-(2,6-dichloro-4-cyanophenylamino)-9H-purin-9-yl)-1-methylcyclohexanecarboxamide